CS(=O)(=O)C1=CC=C(CNC(=O)C=2C(N(C(=C(C2)C2=NN=C(N2)C)C)C2=CC(=CC=C2)C(F)(F)F)=O)C=C1 6-methyl-5-(5-methyl-4H-[1,2,4]triazol-3-yl)-2-oxo-1-(3-trifluoromethylphenyl)-1,2-dihydro-pyridine-3-carboxylic acid 4-methylsulfonyl-benzylamide